4-(thiiran-2-yl)dibenzo[b,d]furan S1C(C1)C1=CC=CC2=C1OC1=C2C=CC=C1